2-((2-methoxyphenyl)methyl)-1H-indene-1,3(2H)-dione COC1=C(C=CC=C1)CC1C(C2=CC=CC=C2C1=O)=O